COC1=CC=C(C(C2=CC=C(C=C2)OC)(C2=CC=CC=C2)OC[C@@H]2[C@H](C[C@@H](O2)N2C(=O)N=C(NC(C(CCCC)CC)=O)C=C2)O)C=C1 5'-O-(4,4'-dimethoxytrityl)-N4-(2-ethyl-1-hexanoyl)-2'-deoxycytidine